ClC=1C2=CN(N=C2C=C(C1)C#C[Si](C(C)C)(C(C)C)C(C)C)CC1=C(C=CC(=C1)F)F 4-chloro-2-(2,5-difluorobenzyl)-6-((triisopropylsilyl)ethynyl)-2H-indazole